5-p-methoxyphenyl-3H-1,2-dithiol-3-thione COC1=CC=C(C=C1)C1=CC(SS1)=S